NC=1N=C(SC1C(=O)C1=CC=NC=C1)NC1=CC(=C(C=C1)OC(F)F)Cl {4-amino-2-[3-chloro-4-(difluoromethoxy)anilino]-1,3-thiazol-5-yl}(pyridin-4-yl)methanone